BrC1=CC(=C(C=C1Cl)N1CCNCC1)F 1-(4-Bromo-5-chloro-2-fluoro-phenyl)piperazine